C(CCCCCCC)C(C(=O)N)=C n-Octyl-acrylamide